FC1=C(C(=CC=C1)F)NC=1N(C2=NC(=NC=C2N1)NC1CCOCC1)C1CCC(CC1)(C(=O)N)C (1s,4s)-4-(8-(2,6-difluorophenylamino)-2-(tetrahydro-2H-pyran-4-ylamino)-9H-purin-9-yl)-1-methylcyclohexanecarboxamide